FC1=CC=C(C=C1CN1C(NC(C2=CC=CC=C12)=O)=O)C(=O)N1CCN(CC1)C(=O)C=1SC=CC1 1-(6-Fluoro-3-(4-(thiophene-2-carbonyl)piperazine-1-carbonyl)benzyl)quinazoline-2,4(1H,3H)-dione